FC=1C=C2N(CCN(C2=CC1)[C@@H]1CNCC1)C1=CC=C(C=C1)F (S)-6-Fluoro-4-(4-fluorophenyl)-N-(pyrrolidin-3-yl)-3,4-dihydroquinoxaline